ClC1=C(C=CC(=C1)N1CCOCC1)C1N=C(NC(=C1C(=O)NC=1C=C(C(=O)O)C=CN1)C)NC=1OC2=C(N1)C=CC(=C2)F 2-(4-(2-chloro-4-morpholinophenyl)-2-((6-fluorobenzo[d]oxazol-2-yl)amino)-6-methyl-1,4-dihydropyrimidine-5-carboxamido)isonicotinic acid